N-((1S,4S)-4-((E)-4-Aminobut-2-enamido)cyclohexyl)-5-(2-methyl-4-phenoxyphenyl)-4-oxo-4,5-dihydro-3H-1-thia-3,5,8-triazaacenaphthylene-2-carboxamide NC/C=C/C(=O)NC1CCC(CC1)NC(=O)C=1SC=2N=CC=C3N(C(NC1C23)=O)C2=C(C=C(C=C2)OC2=CC=CC=C2)C